(S)-(+)-5,5-dimethyl-4-phenyl-2-oxazolidinone CC1([C@@H](NC(=O)O1)C2=CC=CC=C2)C